ClN1C(=NC(=CC1=O)O)C(C)C chloro-6-hydroxy-2-isopropyl-3H-pyrimidin-4-one